8-carboxyisopropyl-tetracyclo[4.4.0.12,5.17,10]-3-dodecene C(=O)(O)C1C2C3C4C=CC(C3(C(C1)C2)C(C)C)C4